C(#N)COC(=O)C1=NC(=C(C(=C1Cl)N)F)C1=CC=C2C=CNC2=C1F Cyanomethyl-4-amino-3-chloro-5-fluoro-6-(7-fluoro-1H-indol-6-yl)pyridine-2-carboxylate